OC([C@H]1N(CC1)C(=O)OC(C)(C)C)C=1N(N=C2C=CC=CC12)CCO Tert-butyl (2S)-2-(hydroxy (2-(2-hydroxyethyl)-2H-indazol-3-yl) methyl)-azetidine-1-carboxylate